CC1=C(C=C(C=C1)C)[C@@H]([C@@H](C)O)C(C)C |r| (2R,3S) and (2S,3R)-3-(2,5-dimethylphenyl)-4-methylpentan-2-ol